perfluoro(3-oxa-4-pentenesulfonic acid) FC(C(OC(=C(F)F)F)(F)F)(S(=O)(=O)O)F